C(C)N(CC(=CC)C)C N-ethyl-N,2-dimethylbut-2-en-1-amine